1-(hydroxymethyl)-5,5-dimethyl-hydantoin OCN1C(=O)NC(=O)C1(C)C